2-(3-bromo-2-fluoro-phenyl)acetic acid BrC=1C(=C(C=CC1)CC(=O)O)F